3-(1-(7-(5-bromo-1-tosyl-1H-pyrazol-4-yl)-4-oxoquinazolin-3(4H)-yl)ethyl)-N-methylbenzamide BrC1=C(C=NN1S(=O)(=O)C1=CC=C(C)C=C1)C1=CC=C2C(N(C=NC2=C1)C(C)C=1C=C(C(=O)NC)C=CC1)=O